thiaphenazine S1CC=CC2=NC3=CC=CC=C3N=C12